N-[9-[(2r,4r,5r)-5-[[bis(4-methoxyphenyl)-phenyl-methoxy]methyl]-4-hydroxy-tetrahydrofuran-2-yl]-8-oxo-7H-purin-6-yl]benzamide COC1=CC=C(C=C1)C(OC[C@@H]1[C@@H](C[C@@H](O1)N1C2=NC=NC(=C2NC1=O)NC(C1=CC=CC=C1)=O)O)(C1=CC=CC=C1)C1=CC=C(C=C1)OC